methoxy-N,2-dimethyltetrahydrofuran-2-carboxamide COC1C(OCC1)(C(=O)NC)C